tert-Butyl (2R,5S)-4-(5-hydrazineyl-2-methyl-3-(((S)-tetrahydrofuran-2-yl)methyl)-3H-imidazo[4,5-b]pyridin-7-yl)-2,5-dimethylpiperazine-1-carboxylate N(N)C1=CC(=C2C(=N1)N(C(=N2)C)C[C@H]2OCCC2)N2C[C@H](N(C[C@@H]2C)C(=O)OC(C)(C)C)C